5-chloro-3-(4-fluorophenyl)thieno[3,2-b]pyridine ClC1=CC=C2C(=N1)C(=CS2)C2=CC=C(C=C2)F